FC1=C(C(=C2C=CNC2=C1F)S(=O)C)OC1=CC(=C(C=C1)F)C=1NC=C(N1)[C@@]1(CCOC2=CC=CC=C12)C 6,7-Difluoro-5-[4-fluoro-3-[4-[(4R)-4-methylchroman-4-yl]-1H-imidazol-2-yl]phenoxy]-4-methylsulfinyl-1H-indole